tert-butyl 2-amino-4,6,7,8-tetrahydropyrazolo[1,5-a][1,4]diazepine-5-carboxylate NC1=NN2C(CN(CCC2)C(=O)OC(C)(C)C)=C1